N-((R)-1-(3-amino-5-(trifluoromethyl)phenyl)ethyl)-6-(isopropylsulfinyl)-2-methyl-7-(pyrrolidin-1-yl)pyrido[2,3-d]pyrimidin-4-amine NC=1C=C(C=C(C1)C(F)(F)F)[C@@H](C)NC=1C2=C(N=C(N1)C)N=C(C(=C2)S(=O)C(C)C)N2CCCC2